dibenzo[b,f][1,5]diazocine C1=CC=CC2=NC=C3C(=NC=C21)C=CC=C3